BrC1=C(C=C2C(=N1)C(CN2C(C)=O)(C)C)C(C2=CC=C(C=C2)F)=O 1-(5-bromo-6-(4-fluorobenzoyl)-3,3-dimethyl-2,3-dihydro-1H-pyrrolo[3,2-b]pyridin-1-yl)ethan-1-one